6-(4-aminopiperid-1-yl)-2-(4-cyano-3-fluorophenyl)-3-(6-fluoro-1-(2-hydroxyl-2-methylpropyl)-1H-indazol-5-yl)isonicotinamide NC1CCN(CC1)C=1N=C(C(=C(C(=O)N)C1)C=1C=C2C=NN(C2=CC1F)CC(C)(C)O)C1=CC(=C(C=C1)C#N)F